COC1=C2C(=NC(=C1)C1=CNC3=CN=C(C=C31)NC(C)=O)C3(OC2)COCC3 N-(3-(4'-Methoxy-4,5-Dihydro-2H,5'H-Spiro[Furan-3,7'-Furo[3,4-b]Pyridine]-2'-yl)-1H-Pyrrolo[2,3-c]Pyridin-5-yl)Acetamide